(1R,4R,7R)-2-{2-[6-cyclohexyl-1-(cyclopropylmethyl)-1H-pyrrolo[2,3-b]pyridin-2-yl]-7-methoxy-1-methyl-1H-1,3-benzodiazole-5-carbonyl}-2-azabicyclo[2.2.1]heptan-7-amine C1(CCCCC1)C1=CC=C2C(=N1)N(C(=C2)C2=NC1=C(N2C)C(=CC(=C1)C(=O)N1[C@@H]2CC[C@H](C1)[C@H]2N)OC)CC2CC2